C(C)C=1C=C(C2=C(OCCO2)C1)N1C(CNCC1)CC 7-Ethyl-5-(2-ethylpiperazin-1-yl)-2,3-dihydro-1,4-benzodioxine